(4S,4aR,5S,5aR,12aR)-4-(dimethylamino)-1,5,10,11,12a-pentahydroxy-6-methylene-3,12-dioxo-3,4,4a,5,5a,6,12,12a-octahydrotetracene-2-carboxamide CN([C@@H]1C(C(=C([C@]2(C(C3=C(C4=C(C=CC=C4C([C@H]3[C@@H]([C@@H]12)O)=C)O)O)=O)O)O)C(=O)N)=O)C